tert-Butyl 6-[4-[[4-(3-hydroxyphenyl)thiophen-2-yl]methyl]piperazin-1-yl]pyridazine-3-carboxylate OC=1C=C(C=CC1)C=1C=C(SC1)CN1CCN(CC1)C1=CC=C(N=N1)C(=O)OC(C)(C)C